4-(4-Benzylpiperazin-1-yl)-N-cyclohexylmethyl-6-(3,4,6,7-tetrahydro-5H-imidazo[4,5-c]pyridin-5-yl)-1,3,5-triazin-2-amine C(C1=CC=CC=C1)N1CCN(CC1)C1=NC(=NC(=N1)N1CC2=C(CC1)N=CN2)NCC2CCCCC2